3,4-dichloro-6,7,7a,8,10,11-hexahydro-9H-pyrazino[1,2-d]pyrido[3,2-b][1,4]oxazepin ClC1=C(C=2OCCC3N(C2N=C1)CCNC3)Cl